N,N-diethyl-2-(2-(4-(2-fluoroethoxy)benzyl)-5-nitro-1H-benzo[d]imidazol-1-yl)ethan-1-amine C(C)N(CCN1C(=NC2=C1C=CC(=C2)[N+](=O)[O-])CC2=CC=C(C=C2)OCCF)CC